6-(6-(((1R,2R,3S,5S)-2-fluoro-8-azabicyclo[3.2.1]oct-3-yl)(methyl)amino)-1,2,4-triazin-3-yl)-5-hydroxy-N,N-dimethylbenzofuran-2-carboxamide F[C@@H]1[C@H]2CC[C@@H](C[C@@H]1N(C1=CN=C(N=N1)C1=CC3=C(C=C(O3)C(=O)N(C)C)C=C1O)C)N2